N[N+]1=C(C=CC(=C1)C(F)(F)F)CC#N 2-[1-amino-5-(trifluoromethyl)pyridin-1-ium-2-yl]Acetonitrile